ClC=1C(=NC=CC1)N1N=CC=C1C(=O)N 1-(3-chloro-2-pyridinyl)-1H-pyrazol-5-carboxamid